N-(5-(benzyloxy)-3,4,6-trimethylpyridin-2-yl)-5-bromobenzofuran-2-carboxamide C(C1=CC=CC=C1)OC=1C(=C(C(=NC1C)NC(=O)C=1OC2=C(C1)C=C(C=C2)Br)C)C